4-{3-(hydroxydimethylsilyl)propyl}phenyldiphenylsulfonium triflate [O-]S(=O)(=O)C(F)(F)F.O[Si](CCCC1=CC=C(C=C1)[S+](C1=CC=CC=C1)C1=CC=CC=C1)(C)C